4-fluoro-2-(trifluoromethyl)-benzoic acid FC1=CC(=C(C(=O)O)C=C1)C(F)(F)F